1-[(2-isopropyl-5-methyl-phenyl)carbamothioyl]-3-[4-[1-[4-(trifluoromethoxy)phenyl]-1,2,4-triazol-3-yl]cyclohex-3-en-1-yl]urea C(C)(C)C1=C(C=C(C=C1)C)NC(=S)NC(=O)NC1CC=C(CC1)C1=NN(C=N1)C1=CC=C(C=C1)OC(F)(F)F